BrC=1C=CC=C2CC(NC(C12)(C)C)=O 8-bromo-1,1-dimethyl-1,4-dihydroisoquinolin-3(2H)-one